FC(C)(F)C=1C=C(C=CC1)NC(=O)C1C(=NN(C1=O)C1=CC=CC=C1)C N-(3-(1,1-difluoroethyl)phenyl)-3-methyl-5-oxo-1-phenyl-4,5-dihydro-1H-pyrazole-4-carboxamide